N[C@H](C(=O)N1[C@@H](CCC1)C(=O)OCC1=CC=CC=C1)CC(=O)OC(C)(C)C benzyl (2S)-1-[(2S)-2-amino-4-tert-butoxy-4-oxo-butanoyl]pyrrolidine-2-carboxylate